hexahydrobenzene C1CCCCC1